ClC1=[N+](C=C(C=C1)C1(COCC1)OC)[O-] 2-chloro-5-(3-methoxytetrahydrofuran-3-yl)pyridine 1-oxide